2-Benzyl-1,2,3,4-tetrahydroisoquinoline C(C1=CC=CC=C1)N1CC2=CC=CC=C2CC1